B1(OC(C(O1)(C)C)(C)C)C2=CN=C(N=C2)N3CCOCC3 2-(4-morpholino)pyrimidine-5-boronic acid pinacol ester